C(C1=CC=CC=C1)OC=1C=C2CCC(=C(C2=CC1)C1=CC=C(C=C1)N1CCC(CC1)C(OC)OC)Br 1-(4-(6-(benzyloxy)-2-bromo-3,4-dihydronaphthalen-1-yl)phenyl)-4-(dimethoxymethyl)piperidine